(3-(4-fluoropiperidin-1-yl)propyl)-2-(4-(methylcarbamoyl)phenyl)benzo[d]imidazo[2,1-b]thiazole-7-carboxamide FC1CCN(CC1)CCCC1=C(N=C2SC3=C(N21)C=CC(=C3)C(=O)N)C3=CC=C(C=C3)C(NC)=O